5-ethynyl-6-fluoro-4-(8-fluoro-2-(((2R,7aS)-2-fluorotetrahydro-1H-pyrrolizin-7a(5H)-yl)methoxy)-4-(1,4-oxazepan-4-yl)pyrido[4,3-d]pyrimidin-7-yl)naphthalen-2-yl 4-nitrobenzenesulfonate [N+](=O)([O-])C1=CC=C(C=C1)S(=O)(=O)OC1=CC2=CC=C(C(=C2C(=C1)C1=C(C=2N=C(N=C(C2C=N1)N1CCOCCC1)OC[C@]12CCCN2C[C@@H](C1)F)F)C#C)F